C(C)(C)(C)C1=NSC(=N1)C1=NC=C2N1CCN(C2C)C(=O)C2=CC=C(C=C2)F (3-(3-tert-Butyl-1,2,4-thiadiazol-5-yl)-8-methyl-5,6-dihydroimidazo[1,5-a]pyrazine-7(8H)-yl)(4-fluorophenyl)methanone